2'-chloro-N-(6-(1,4-dimethyl-1H-1,2,3-triazol-5-yl)-7-methoxythiazolo[4,5-c]pyridin-2-yl)-5'-methoxy-6-methyl-[4,4'-bipyridin]-3-carboxamide ClC1=NC=C(C(=C1)C1=C(C=NC(=C1)C)C(=O)NC=1SC2=C(C=NC(=C2OC)C2=C(N=NN2C)C)N1)OC